(R)-5-(3-((cyclopropylamino)methyl)pyrrolidin-1-yl)-N-(2,8-dimethylimidazo[1,2-a]pyrazin-6-yl)pyrazine-2-carboxamide C1(CC1)NC[C@@H]1CN(CC1)C=1N=CC(=NC1)C(=O)NC=1N=C(C=2N(C1)C=C(N2)C)C